FC1=CC=C(C=N1)C=1C=NC2=CC=C(C=C2N1)C(=O)N1CCCCC1 (3-(6-fluoropyridin-3-yl)quinoxalin-6-yl)(piperidin-1-yl)methanone